C(CCCCCCCCCCCCCCCCC)(=O)OC1CC(N(C(C1)(C)C)OCC(C)(C)OC(CCCCCCCCCCCCCCCCC)=O)(C)C 1-(4-octadecanoyloxy-2,2,6,6-tetramethylpiperidin-1-yloxy)-2-octadecanoyloxy-2-methylpropane